[8-(1-octylnonoxy)-8-oxo-octyl](2S,4S)-1-[6-(1-hexylnonoxy)-6-oxo-hexyl]-4-hydroxy-pyrrolidine-2-carboxylate C(CCCCCCC)C(CCCCCCCC)OC(CCCCCCCOC(=O)[C@H]1N(C[C@H](C1)O)CCCCCC(=O)OC(CCCCCCCC)CCCCCC)=O